CC=1C=CC(=NC1)NC1CCNCC1 (5-methylpyridin-2-yl)(piperidin-4-yl)amine